diglycidyl-meta-toluidine C(C1CO1)N(C1=CC(=CC=C1)C)CC1CO1